{7-methoxyimidazo[1,2-a]pyridin-3-yl}pyrimidin-4-amine COC1=CC=2N(C=C1)C(=CN2)C2=NC=CC(=N2)N